1H-pyrazole-1,3-dicarboxylic acid 3-(tert-butyl) 1-(4-nitrophenyl) ester [N+](=O)([O-])C1=CC=C(C=C1)OC(=O)N1N=C(C=C1)C(=O)OC(C)(C)C